ClC1=C(C(=C(C=C1OC)OC)Cl)NC(N(C)C1=CC(=NC=N1)NC1=C(C=C(C=C1)N1CCC(CC1)N(C)C)NC(C=C)=O)=O N-(2-((6-(3-(2,6-dichloro-3,5-dimethoxyphenyl)-1-methylureido)pyrimidin-4-yl)amino)-5-(4-(dimethylamino)piperidin-1-yl)phenyl)acrylamide